1-(5-fluoro-2-methoxyphenyl)-1H-imidazole-5-carboxylic acid ethyl ester C(C)OC(=O)C1=CN=CN1C1=C(C=CC(=C1)F)OC